(((1r,3s)-3-(((tert-butyldiphenylsilyl) oxy) methyl)-2,2-dimethylcyclopropyl) methoxy) propanoate C(CC)(=O)OOC[C@H]1C([C@H]1CO[Si](C1=CC=CC=C1)(C1=CC=CC=C1)C(C)(C)C)(C)C